[Ir+3].N1=CC=CC2=CC=C3C(=C12)C=CC=C3.N3=CC=CC1=CC=C2C(=C31)C=CC=C2 bis(benzo[H]quinoline) iridium (III)